fluororesorcin FC1=C(O)C=CC=C1O